COC=1C=C2C=CC(=CC2=CC1)C(/C=C/C=1C=C2CN(C(C2=CC1)=O)C1C(NC(CC1)=O)=O)=O 3-{5-[(1E)-3-(6-methoxynaphthalen-2-yl)-3-oxoprop-1-en-1-yl]-1-oxo-3H-isoindol-2-yl}piperidine-2,6-dione